tert-butyl (S)-2-(7-((1-cyclohexylethyl)carbamoyl)-2-methylquinolin-3-yl)acetate C1(CCCCC1)[C@H](C)NC(=O)C1=CC=C2C=C(C(=NC2=C1)C)CC(=O)OC(C)(C)C